ClC=1C=C(C(=NC1)N1C([C@H](N(C(C1)=O)CC1=CC=C(C=C1)F)C12CC(C1)(C2)O)=O)F (R)-1-(5-chloro-3-fluoropyridin-2-yl)-4-(4-fluorobenzyl)-3-(3-hydroxybicyclo[1.1.1]pentan-1-yl)piperazine-2,5-dione